BrC(C)C1=CC(=CC=2C=3N(C(=NC12)N1CCC(CC1)(C)C)C=CN3)C 7-(1-bromoethyl)-5-(4,4-dimethylpiperidin-1-yl)-9-methylimidazo[1,2-c]quinazoline